N-(2-cyclopropyl-4-iodo-5-methylphenyl)-N-{1,2-dimethyl-3-oxopyrazolo[4,3-b]pyridin-5-yl}-3-[(3R)-oxolan-3-yl]prop-2-ynamide C1(CC1)C1=C(C=C(C(=C1)I)C)N(C(C#C[C@@H]1COCC1)=O)C1=CC=C2C(=N1)C(N(N2C)C)=O